NC=1C(=C(C(=CC1)F)O)Cl 3-amino-2-chloro-6-fluorophenol